(S)-(1-Methylpiperidin-4-yl)-4-(pyridin-2-ylmethyl)-3,4-dihydroquinoxaline-1(2H)-carbothioate CN1CCC(CC1)OC(=S)N1CCN(C2=CC=CC=C12)CC1=NC=CC=C1